C(C1=CC=CC=C1)NC=1N(C=CN1)CC(=O)OCC ethyl 2-(2-(benzylamino)-1H-imidazol-1-yl)acetate